CC1=C(C(=CC=C1)C)N(CCOC)C(=O)CS(=O)(=O)O The molecule is an organosulfonic acid that is 2-oxoethanesulfonic acid substituted by a (2,6-dimethylphenyl)(2-methoxyethyl)amino group at position 2. It is a metabolite of the herbicide dimethachlor. It has a role as a marine xenobiotic metabolite. It is an aromatic amide, an ether and an organosulfonic acid.